ClC=1C=C2CCCN(C2=C(C1)C1=C2C(=NC=C1)C=C(S2)COS(=O)(=O)C)[C@@H]2CN(C1(CCC1)C2)C(=O)OC(C)(C)C tert-butyl (7S)-7-[6-chloro-8-[2-(methylsulfonyloxymethyl)thieno[3,2-b]pyridin-7-yl]-3,4-dihydro-2H-quinolin-1-yl]-5-azaspiro[3.4]octane-5-carboxylate